FC(C[C@@H](C(=O)NC1=NC=CC(=C1)C1=C(C=2C(N(CC(C2N1)(C)C)C)=O)C1=CC=CC=C1)C1=CC=C(C=C1)F)F |r| (2RS)-4,4-Difluoro-2-(4-fluorophenyl)-N-[4-(5,7,7-trimethyl-4-oxo-3-phenyl-4,5,6,7-tetrahydro-1H-pyrrolo[3,2-c]pyridin-2-yl)pyridin-2-yl]butanamid